CC1(COC2=CC(=CC=C2C1NC(O[C@@H]1CN2CCC1CC2)=O)C2=CC1=C(OCC(N1C)=O)C=C2)C (S)-quinuclidin-3-yl (3,3-dimethyl-7-(4-methyl-3-oxo-3,4-dihydro-2H-benzo[b][1,4]oxazin-6-yl)chroman-4-yl)carbamate